2-cyanoethyl ((1R,2S,3R,5R)-5-(2-(dimethoxyphosphoryl)ethyl)-3-(2,4-dioxo-3,4-dihydropyrimidin-1(2H)-yl)-2-methoxycyclopentyl) diisopropylphosphoramidite C(C)(C)N(P(OCCC#N)O[C@H]1[C@H]([C@@H](C[C@@H]1CCP(=O)(OC)OC)N1C(NC(C=C1)=O)=O)OC)C(C)C